COC([C@H]([C@@H](C1CC1)C1=CC(=C(C=C1)C(C)=O)O)C)=O.ClC=1C(=NC(=NC1)NC1=CC=C(C=C1)N1CCN(CC1)C)C(=O)NC1=C(C=CC=C1OC)F 5-chloro-N-(2-fluoro-6-methoxyphenyl)-2-((4-(4-methylpiperazin-1-yl)phenyl)amino)pyrimidine-4-carboxamide methyl-(2s,3r)-3-(4-acetyl-3-hydroxyphenyl)-3-cyclopropyl-2-methylpropionate